1-(furan-2-yl)-3,7-dimethyl-8-(methylsulfonyl)-1H-purine-2,6(3H,7H)-dione O1C(=CC=C1)N1C(N(C=2N=C(N(C2C1=O)C)S(=O)(=O)C)C)=O